(Z)-ethyl 2-(3,4-bis(benzyloxy)benzylidene)-3-oxo-2,3-dihydrobenzofuran-5-carboxylate C(C1=CC=CC=C1)OC=1C=C(\C=C\2/OC3=C(C2=O)C=C(C=C3)C(=O)OCC)C=CC1OCC1=CC=CC=C1